Cl.C(C)(=O)NCC\N=C(\C1=C(C=C(C=C1)OCC1=C(C(=CC=C1)C1=CC=CC=C1)C)OCC1=CC(=CC=C1)C#N)/NCCNC(C)=O N-[2-[[(Z)-N-(2-acetamidoethyl)-C-[2-[(3-cyanophenyl)methoxy]-4-[(2-methyl-3-phenyl-phenyl)methoxy]phenyl]carbonimidoyl]amino]ethyl]acetamide hydrochloride salt